3-[[4-[(2R)-3-(cyclopentoxy)-2-[(6-isopropyl-5-methyl-pyrrolo[2,3-b]pyrazin-3-yl)methylamino]propoxy]-6-(2,6-dimethylphenyl)pyrimidin-2-yl]sulfamoyl]benzoic acid C1(CCCC1)OC[C@H](COC1=NC(=NC(=C1)C1=C(C=CC=C1C)C)NS(=O)(=O)C=1C=C(C(=O)O)C=CC1)NCC1=CN=C2C(=N1)N(C(=C2)C(C)C)C